N,N-diisopropyl-chlorophosphoramidite C(C)(C)N(P([O-])Cl)C(C)C